FC=1C=C(C=CC1F)C(CO)N1C(NCC1=O)=O (4Z)-1-[1-(3,4-difluorophenyl)-2-hydroxyethyl]-2,5-dioxoimidazolidin